OC1=C(C=C(C=C1)C(CC(=O)O)(C)C1=CC(=C(C=C1)O)C(C)(C)C)C(C)(C)C 3,3-bis-(4'-hydroxy-3-t-butylphenyl)butyric acid